(2Z,2'E)-2,2'-(5-(pyridin-4-yl)pentane-2,3-diylidene)bis(N-methylhydrazine-1-carbothioamide) N1=CC=C(C=C1)CC\C(\C(\C)=N/NC(NC)=S)=N/NC(NC)=S